N-({6-methylimidazo[1,2-a]pyridin-2-yl}methyl)-1H-pyrazolo[4,3-c]pyridine-4-carboxamide CC=1C=CC=2N(C1)C=C(N2)CNC(=O)C2=NC=CC1=C2C=NN1